N-(2-(4-(((6-chloro-1H-benzo[d]imidazol-2-yl)methyl)amino)butoxy)ethyl)-6-(4H-1,2,4-triazol-4-yl)-1H-indazol-4-amine ClC=1C=CC2=C(NC(=N2)CNCCCCOCCNC=2C=3C=NNC3C=C(C2)N2C=NN=C2)C1